C(C)(C)NC1=NC(=CC2=CN=C(C=C12)N[C@@H]1CN2CCC1CC2)C#N (S)-1-(isopropylamino)-7-(quinuclidin-3-ylamino)-2,6-naphthyridine-3-carbonitrile